(S)-2-(4-(3-(((tert-butyldimethylsilyl)oxy)methyl)-[1,2,4]triazolo[4,3-a]pyridine-6-carbonyl)-3,3-dimethylpiperazin-1-yl)-N-(5-(2,4-difluorophenoxy)pyrazin-2-yl)propanamide [Si](C)(C)(C(C)(C)C)OCC1=NN=C2N1C=C(C=C2)C(=O)N2C(CN(CC2)[C@H](C(=O)NC2=NC=C(N=C2)OC2=C(C=C(C=C2)F)F)C)(C)C